calcium ((2R,3S,5R)-5-(4-amino-2-oxopyrimidin-1(2H)-yl)-3-((hydroxy(isobutoxy)phosphoryl)oxy)tetrahydrofuran-2-yl)methyl isobutyl hydrogen phosphate P(=O)(OC[C@H]1O[C@H](C[C@@H]1OP(=O)(OCC(C)C)O)N1C(N=C(C=C1)N)=O)(OCC(C)C)O.[Ca]